1-(8-amino-1-(4-((5-fluoro-2-methoxybenzamido)methyl)phenyl)imidazo[1,5-a]pyrazin-3-yl)-4-methylpiperidine-4-carboxylic acid NC=1C=2N(C=CN1)C(=NC2C2=CC=C(C=C2)CNC(C2=C(C=CC(=C2)F)OC)=O)N2CCC(CC2)(C(=O)O)C